2-(2-methylpropanoylamino)-4-[2-phenoxyethyl-[4-(5,6,7,8-tetrahydro-1,8-naphthyridin-2-yl)butyl]amino]butanoic acid CC(C(=O)NC(C(=O)O)CCN(CCCCC1=NC=2NCCCC2C=C1)CCOC1=CC=CC=C1)C